4,4'-propane-1,3-diylbis(piperidin-1,4-diyl)dianiline C(CCN1CCC(CC1)C1=CC=C(N)C=C1)N1CCC(CC1)C1=CC=C(N)C=C1